6-[[5-fluoro-3-(2,2,2-trifluoroethoxy)-2-pyridyl]oxy]-1-methyl-N-(4-methyl-1,1-dioxo-thian-4-yl)imidazo[4,5-c]pyridine-2-carboxamide FC=1C=C(C(=NC1)OC1=CC2=C(C=N1)N=C(N2C)C(=O)NC2(CCS(CC2)(=O)=O)C)OCC(F)(F)F